C(C1=CC=CC=C1)OC(=O)N1CCC(CC1)N1CCC(CC1)CN1CCN(CC1)C(=O)OC(C)(C)C 4-((4-(tert-Butoxycarbonyl)piperazin-1-yl)methyl)-[1,4'-bipiperidine]-1'-carboxylic acid benzyl ester